2-(2,4,6-trichlorophenoxy)ethanol ClC1=C(OCCO)C(=CC(=C1)Cl)Cl